N[C@H]1CC=2C=CC(=CC2CC1)N1C(=NC=2C1=NC(=CC2)N2N=CC=C2)C=2C(=NC=CC2)N (R)-3-(3-(6-amino-5,6,7,8-tetrahydronaphthalen-2-yl)-5-(1H-pyrazol-1-yl)-3H-imidazo[4,5-b]pyridin-2-yl)pyridin-2-amine